C(C)SC=1C=C(C=CC1C1=NC2=C(C(N(C(=C2)C(F)(F)F)OC)=O)N1C)C1(CC1)C#N 1-[3-ethylsulfanyl-4-[5-methoxy-3-methyl-4-oxo-6-(trifluoromethyl)imidazo[4,5-c]pyridin-2-yl]phenyl]cyclopropanecarbonitrile